(R)-4-(3H-[1,2,3]triazolo[4,5-b]pyridin-3-yl)-2-fluoro-N-(isoquinolin-1-yl)-N-(piperidin-3-yl)benzamide hydrochloride salt Cl.N1=NN(C2=NC=CC=C21)C2=CC(=C(C(=O)N([C@H]1CNCCC1)C1=NC=CC3=CC=CC=C13)C=C2)F